5-butyl-4-methyl-2-(p-tolylmethylamino)-1H-pyrimidin-6-one C(CCC)C1=C(N=C(NC1=O)NCC1=CC=C(C=C1)C)C